5-fluoro-4-[2-(1-fluoro-1-methyl-ethyl)-4-(trifluoromethyl)thiazol-5-yl]-N-(1-methylsulfonyl-4-piperidyl)pyrimidin-2-amine FC=1C(=NC(=NC1)NC1CCN(CC1)S(=O)(=O)C)C1=C(N=C(S1)C(C)(C)F)C(F)(F)F